1-Methyl-2-(6-methylpyrimidin-4-yl)-N-(tetrahydro-2H-pyran-4-yl)-1H-pyrrolo[3,2-c]pyridin-6-amine CN1C(=CC=2C=NC(=CC21)NC2CCOCC2)C2=NC=NC(=C2)C